3-formyl-2-indolone C(=O)C=1C(N=C2C=CC=CC12)=O